C(C)(=O)N[Na] acetamidosodium